CC1=NSC(=C1)C(=O)O 3-METHYLISOTHIAZOLE-5-CARBOXYLIC ACID